C(C)N1C2=NC(=NC(=C2N=C1)NCC=1C=NC(=CC1)C1=COC=C1)N1[C@@H](CCCC1)CCO (S)-2-(1-(9-ethyl-6-(((6-(furan-3-yl)pyridin-3-yl)methyl)amino)-9H-purin-2-yl)piperidin-2-yl)ethan-1-ol